BrC=1C=C2C(=NC(=NC2=CC1NCC)C)NC(C)C1=C(C(=CC=C1)C(F)F)F 6-bromo-N4-(1-(3-(difluoromethyl)-2-fluorophenyl)ethyl)-N7-ethyl-2-methyl-quinazoline-4,7-diamine